tert-butyl N-[(2S)-1-{4-[(tert-butoxycarbonyl)(thiophen-2-ylmethyl)amino]-7-methylthieno[3,2-c]pyridazin-6-yl}-4-fluorobutan-2-yl]carbamate C(C)(C)(C)OC(=O)N(C=1C2=C(N=NC1)C(=C(S2)C[C@H](CCF)NC(OC(C)(C)C)=O)C)CC=2SC=CC2